C(C1=CC=CC=C1)C1OC=CN1C(=O)[C@H]1CN(C[C@@H]1C=1SC=CN1)CC1=CC=CC=C1 (4R)-benzyl-3-[(3R,4R)-1-benzyl-4-(1,3-thiazol-2-yl)-pyrrolidine-3-carbonyl]-oxazole